(2-cyanophenyl)-2-((4-methoxyphenyl)seleno)-2-methylpropanamide C(#N)C1=C(C=CC=C1)CC(C(=O)N)(C)[Se]C1=CC=C(C=C1)OC